(Z)-N-(5-((5-fluoro-2-oxoindol-3-ylidene)methyl)-4-methyl-1H-pyrrol-3-yl)piperidine-2-carboxamide hydrochloride Cl.FC=1C=C2/C(/C(NC2=CC1)=O)=C/C1=C(C(=CN1)NC(=O)C1NCCCC1)C